FC=1C(=NC(=NC1)NC1C(CN(CC1)S(=O)(=O)C)C(F)(F)F)C1=C(C2=C(C3(N(C2=O)C)CC3)S1)C 2'-(5-Fluoro-2-((1-(methylsulfonyl)-3-(trifluoro-methyl)piperidin-4-yl)amino)pyrimidin-4-yl)-3',5'-dimethyl-spiro[cyclopropane-1,6'-thieno[2,3-c]pyrrol]-4'(5'H)-one